C(C)(CC)[C@@H]1N=COC1 (S)-4-sec-butyl-4,5-dihydro-oxazole